1,2-dichloro-azanaphthalene ClC1=C(N=CC2=CC=CC=C12)Cl